5-amino-2-(2,6-dicarbonylpiperidin-3-yl)isoindoline-1,3-dione NC=1C=C2C(N(C(C2=CC1)=O)C1C(NC(CC1)=C=O)=C=O)=O